C(C=C)(=O)N[C@@H]([C@H](O)C)C(=O)O acrylyl-threonine